CC(CS)(CC(C)C)S 2,4-dimethylpentane-1,2-dithiol